N-[5-(4-bromophenyl)-1,3,4-thiadiazol-2-yl]acetamide tert-butyl-(4S)-4-(4,4-dimethyl-2-methylene-pentyl)-2,2-dimethyl-pyrrolidine-1-carboxylate C(C)(C)(C)OC(=O)N1C(C[C@@H](C1)CC(CC(C)(C)C)=C)(C)C.BrC1=CC=C(C=C1)C1=NN=C(S1)NC(C)=O